C(#N)C1=CC(=C(C=N1)C=1C(=CC(=C(C1)NC(=O)C1=CNC(C=C1C(F)(F)F)=O)N1C[C@H](N([C@H](C1)C)C)C)F)C |r| N-[5-(6-cyano-4-methylpyridin-3-yl)-4-fluoro-2-[rac-(3R,5S)-3,4,5-trimethylpiperazin-1-yl]phenyl]-6-oxo-4-(trifluoromethyl)-1H-pyridine-3-carboxamide